CCC(CCC=C(C=C)C)(O)C methyl-2,6-dimethyl-5,7-octadien-2-ol